Cl.C(C)(C)(C)OC([C@@H](N)CCC(N)=O)=O L-glutamine t-butyl ester hydrochloride